CN(C(CCCCCCC=CC)\C=C\CCCCCCC\C=C/CCCCCCCC)C (11E,20Z,23Z)-N,N-dimethylnonacosa-11,20,2-trien-10-amine